NC1=C(C(=O)NC2CCC(CC2)O)C=C(C=N1)C1=CC=C(C=C1)C12CN(CC2C1)CCF 2-amino-5-(4-(3-(2-fluoroethyl)-3-azabicyclo[3.1.0]hex-1-yl)phenyl)-N-(4-hydroxycyclohexyl)nicotinamide